F[B-](F)(F)F.[NH2+]1CCCC1 pyrrolidinium tetra-fluoroborate